BrC1=CC=C(C=C1)CCC 1-(4-bromophenyl)-propane